[Bi].[Cu].[Ag].[Au] gold-silver-copper-bismuth